O1C(NC2=C1C=CC(=C2)C2(NC(=NC=C2C)NC=2C=C1CN(CC1=CC2)CC2CCCC2)N)=O 4-(benzo[d]oxazol-2(3H)-one-5-yl)-N2-(2-cyclopentylmethyl-isoindolin-5-yl)-5-methylpyrimidine-2,4-diamine